(R)-3-(6-(3-methyl-1H-pyrrolo[2,3-b]pyridin-5-yl)-2-(8-oxo-2-azaspiro[4.5]decan-2-yl)-1,2,3,4-tetrahydroisoquinolin-8-yl)morpholine-4-carboxylic acid tert-butyl ester C(C)(C)(C)OC(=O)N1[C@@H](COCC1)C=1C=C(C=C2CCN(CC12)N1CC2(CC1)CCC(CC2)=O)C=2C=C1C(=NC2)NC=C1C